Ethyl 5-amino-1-(1-(trifluoromethyl)cyclopropyl)-1H-pyrazole-4-carboxylate NC1=C(C=NN1C1(CC1)C(F)(F)F)C(=O)OCC